BrC1=CC=C(C2=C1OCO2)C#N 7-bromo-1,3-benzodioxole-4-carbonitrile